cyclooctyl (2S)-2-[[[(2R,3S,4R,5R)-5-(4-aminopyrrolo[2,1-f][1,2,4]triazin-7-yl)-5-cyano-3,4-dihydroxy-tetrahydrofuran-2-yl]methoxy-(4-tert-butylphenoxy)phosphoryl]amino]propanoate NC1=NC=NN2C1=CC=C2[C@]2([C@@H]([C@@H]([C@H](O2)COP(=O)(OC2=CC=C(C=C2)C(C)(C)C)N[C@H](C(=O)OC2CCCCCCC2)C)O)O)C#N